O1C=2C(OCC1COCCCCO)=CSC2 4-((2,3-dihydrothieno[3,4-b][1,4]dioxin-2-yl)methoxy)butan-1-ol